racemic-6-{[4-methyl-1-(6-methylpyridin-3-yl)-1H-1,2,3-triazol-5-yl]methoxy}-2-(oxolan-3-yl)-1,2,3,4-tetrahydro-2,7-naphthyridine CC=1N=NN(C1COC=1C=C2CCN(CC2=CN1)[C@H]1COCC1)C=1C=NC(=CC1)C |r|